CC1=NC=C(C=N1)C(CC(=O)O)C=1SC=C(N1)CCCC1=NC=2NCCCC2C=C1 3-(2-methylpyrimidin-5-yl)-3-(4-(3-(5,6,7,8-tetrahydro-1,8-naphthyridin-2-yl)propyl)thiazol-2-yl)propanoic acid